(S)-4-(2-((1-((dimethylamino)methyl)cyclopropyl)methoxy)-7-(8-ethyl-7-fluoro-3-hydroxynaphthalen-1-yl)-8-fluoropyrido[4,3-d]pyrimidin-4-yl)-6-methyl-1,4-oxazepan-6-ol CN(C)CC1(CC1)COC=1N=C(C2=C(N1)C(=C(N=C2)C2=CC(=CC1=CC=C(C(=C21)CC)F)O)F)N2CCOC[C@](C2)(O)C